O=C1CCC(CC1)C1=CC=CC2=C1OCCN2C2C(NC(CC2)=O)=O 3-(8-(4-oxocyclohexyl)-2H-benzo[b][1,4]oxazin-4(3H)-yl)piperidine-2,6-dione